COC1CCN(CC1)C1=NC=CC(=N1)NC=1N=CC2=C(C=CC(=C2C1)[C@H]1N(CCCC1)C(C=C)=O)N1C([C@@H]([C@H]1C)CS(=O)(=O)C)(C)C 1-((S)-2-(3-((2-(4-methoxypiperidin-1-yl)pyrimidin-4-yl)amino)-8-((3R,4R)-2,2,4-trimethyl-3-((methylsulfonyl)methyl)azetidin-1-yl)isoquinolin-5-yl)piperidin-1-yl)prop-2-en-1-one